2,2'-bipiperidine N1C(CCCC1)C1NCCCC1